C1(=CC=CC2=CC=CC=C12)C1=C(C=C(C=C1)C(F)(F)F)P(C1=CC=CC=C1)C1=CC=CC=C1 (2-(naphthalen-1-yl)-5-(trifluoromethyl)phenyl)diphenylphosphine